FC(CN1N=CC=2C1=NC(=CN2)N2CC1C(CC2)CNC1=O)F 5-(1-(2,2-difluoroethyl)-1H-pyrazolo[3,4-b]pyrazin-6-yl)octahydro-3H-pyrrolo[3,4-c]pyridin-3-one